ClC=1C=C(C(=NC1)OC)S(=O)(=O)NC1=C(C(=CC=C1)C1=CC2=C(N=C(N=C2)SC)N2C1=NN=C2)F 5-chloro-N-(2-fluoro-3-(2-(methylthio)-[1,2,4]triazolo[4',3':1,6]pyrido[2,3-d]pyrimidin-6-yl)phenyl)-2-methoxypyridine-3-sulfonamide